FC1=NC=CC2=C1CC1CCC2N1C(=O)NC1=CC=C(C=C1)C(F)(F)F (±)-1-fluoro-N-(4-(trifluoromethyl)phenyl)-6,7,8,9-tetrahydro-5H-5,8-epimino-cyclohepta[c]pyridine-10-carboxamide